ClC1=C(C=C2CCN(CC2=C1)C(C(F)(F)F)=O)NC1=NC=C(C(=N1)C1=CC2=C(NCCNC2=O)S1)C(F)(F)F 7-(2-((7-chloro-2-(2,2,2-trifluoroacetyl)-1,2,3,4-tetrahydroisoquinolin-6-yl)amino)-5-(trifluoromethyl)pyrimidin-4-yl)-1,2,3,4-tetrahydro-5H-thieno[2,3-e][1,4]diazepin-5-one